C(C)OC=1C=C(C=CC1OC)[C@@H](CS(=O)(=O)C)N1C(C2=CC=CC(=C2C1=O)N)=O (S)-2-[1-(3-ethoxy-4-methoxyphenyl)-2-methanesulfonylethyl]-4-aminoisoindoline-1,3-dione